BrC=1C=CC(=C2C(=NC(=NC12)C)CCCC(F)(F)F)OC 8-bromo-5-methoxy-2-methyl-4-(4,4,4-trifluorobutyl)quinazoline